3-(2-methyl-3-oxo-3,4-dihydro-2H-benzo[b][1,4]thiazine-6-carboxamido)phenyl sulfurofluoridate S(OC1=CC(=CC=C1)NC(=O)C1=CC2=C(SC(C(N2)=O)C)C=C1)(=O)(=O)F